FC(C1=CN=C(S1)N)(F)F 5-(trifluoromethyl)thiazol-2-amine